FC(C1=NC=CC(=C1)C(=O)OC)(F)F methyl 2-(trifluoromethyl)pyridine-4-carboxylate